9-methanesulfonyl-5-oxa-2,9-diazaspiro[3.8]dodeca-11-yne-2-carboxylic acid benzyl ester C(C1=CC=CC=C1)OC(=O)N1CC2(C1)OCCCN(CC#C2)S(=O)(=O)C